ClC1=CC=C(C=C1)C1=NN(C(C=C1)=O)CC(=O)NCCCOC(C)C 2-(3-(4-chlorophenyl)-6-oxopyridazin-1(6H)-yl)-N-(3-isopropoxypropyl)acetamide